C(C=C)(=O)N1CC2(C1)CN(CC2)C2=NC(=NC(=C2C#N)C2=CC=CC1=CC=CC=C21)OC[C@H]2N(CCC2)C (S)-4-(2-acryloyl-2,6-diazaspiro[3.4]octan-6-yl)-2-((1-methylpyrrolidin-2-yl)methoxy)-6-(naphthalen-1-yl)pyrimidine-5-carbonitrile